S1C(=NC=C1)CO[C@@H]1CC2=CC[C@H]3[C@@H]4CC=C([C@@]4(C)CC[C@@H]3[C@]2(CC1)C)N1C=NC2=C1C=CC=C2 3β-(thiazol-2-ylmethoxy)-17-(1H-benzimidazol-1-yl)androsta-5,16-diene